CN(C=1N=C(C(=NC1CC)C(=O)N)NC1=CC(=CC=C1)CCNC([C@H](C)N(C(C=C)=O)C)=O)C (S)-5-(dimethylamino)-6-ethyl-3-((3-(2-(2-(N-methylacrylamido)propanamido)ethyl)phenyl)amino)pyrazine-2-carboxamide